(S)-4-azido-2-((tert-butoxycarbonyl)amino)butanoic acid N(=[N+]=[N-])CC[C@@H](C(=O)O)NC(=O)OC(C)(C)C